CO[Si](CCCC(C(N)CCC[Si](OC)(OC)OC)N)(OC)OC bis[3-(trimethoxysilyl)propyl]ethane-1,2-diamine